(R)-N-(2-Fluoro-3-hydroxy-3-methylbutyl)-4-(isopropylamino)-6-(pyridin-4-yl)chinolin-3-carboxamid F[C@H](CNC(=O)C=1C=NC2=CC=C(C=C2C1NC(C)C)C1=CC=NC=C1)C(C)(C)O